methyl (R)-3-((4-(3-aminopiperidin-1-yl)-3-(but-2-yn-1-yl)-2,6-dioxo-3,6-dihydropyrimidin-1(2H)-yl)methyl)benzoate N[C@H]1CN(CCC1)C=1N(C(N(C(C1)=O)CC=1C=C(C(=O)OC)C=CC1)=O)CC#CC